tert-butyl ((1-(2-cyanoethyl)-5-(dimethylcarbamoyl)-1H-pyrazol-3-yl)methyl)carbamate C(#N)CCN1N=C(C=C1C(N(C)C)=O)CNC(OC(C)(C)C)=O